methyl-16-hydroxy-3,16-dihydrobenzofuro[2'',3'':6',7']indeno-[3',2':4,3]naphtho[1,2-b]pyran CC=1C2=C(OCC1)C=1C=CC=CC1C1=C2C(C2=C3C(=CC=C21)OC2=C3C=CC=C2)O